NC1=C2C(=NC=N1)N(N=C2C(=O)NC=2OC1=C(N2)C=C(C=C1)F)[C@H]1CN(CCC1)C(C(=C)C)=O (R)-4-amino-N-(5-fluorobenzo[d]oxazol-2-yl)-1-(1-methacryloylpiperidin-3-yl)-1H-pyrazolo[3,4-d]pyrimidine-3-carboxamide